oxindole-oxide [NH+]1(C(CC2=CC=CC=C12)=O)[O-]